(1S,3S)-3-((4-(2-((((R)-1-(2-chlorophenyl)ethoxy)carbonyl)amino)-1H-pyrrol-1-yl)-phenyl)carbamoyl)-2,2-difluorocyclopropane-1-carboxylic acid ClC1=C(C=CC=C1)[C@@H](C)OC(=O)NC=1N(C=CC1)C1=CC=C(C=C1)NC(=O)[C@H]1C([C@@H]1C(=O)O)(F)F